C(C1=CC=CC=C1)OC1=C(C(=CC(=C1)NC1=NC(=C(C(=N1)OCC1=CC=CC=C1)CCC)C)F)N1CC(NS1(=O)=O)=O 5-[2-benzyloxy-4-[(4-benzyloxy-6-methyl-5-propyl-pyrimidin-2-yl)amino]-6-fluoro-phenyl]-1,1-dioxo-1,2,5-thiadiazolidin-3-one